C(CC)OC(=O)C1=NC(=C(C(=C1Cl)N)F)C1=CC=C2C=CNC2=C1F 4-amino-3-chloro-5-fluoro-6-(7-fluoro-1H-indol-6-yl)pyridine-2-carboxylic acid propyl ester